N1(C=NC=C1)CN (1H-imidazol-1-yl)methanamine